tert-butyl 6-[[3-[1-(trifluoromethyl) vinyl]-1,2,4-triazol-1-yl] methyl]-2-azaspiro[3.3]heptane-2-carboxylate FC(C(=C)C1=NN(C=N1)CC1CC2(CN(C2)C(=O)OC(C)(C)C)C1)(F)F